4-((3-(3-Chlorophenyl)pyrazolo[1,5-a]pyrimidin-5-yl)amino)-1-methyl-trans-cyclohexanol ClC=1C=C(C=CC1)C=1C=NN2C1N=C(C=C2)NC2CCC(CC2)(O)C